Cl.ClC=1C2=C(N=C(N1)C)CNC2 4-chloro-2-methyl-6,7-dihydro-5H-pyrrolo[3,4-d]pyrimidine HCl salt